sulfomethane S(=O)(=O)(O)C